[Cl-].CC(CC)(C)N1C=[N+](C=C1)C(CC)(C)C 1,3-bis(1,1-dimethylpropyl)imidazolium chloride